CCCCC(CCCCC(CCCCCCCCCC)=O)=O Eicosane-5,10-dione